5-bromo-2-hydrazinyl-4-methoxypyridine BrC=1C(=CC(=NC1)NN)OC